(2S)-3-cyclohexyl-2-({1-cyclopentyl-5-[2-(trifluoromethyl)phenyl]-1H-pyrazol-3-yl}formamido)propanoic acid C1(CCCCC1)C[C@@H](C(=O)O)NC(=O)C1=NN(C(=C1)C1=C(C=CC=C1)C(F)(F)F)C1CCCC1